C1(=C(C=CC=C1)C1CC=NN1C(=O)C12CC(C1)(C2)COC2=NC=C(C#N)C=C2)C 6-((3-(5-(o-tolyl)-4,5-dihydro-1H-pyrazole-1-carbonyl)-bicyclo[1.1.1]pentan-1-yl)-methoxy)nicotinonitrile